3-(5-(((1R,2S)-2-(benzylamino)cyclohexyl)methyl)-1-oxoisoindolin-2-yl)piperidine-2,6-dione C(C1=CC=CC=C1)N[C@@H]1[C@H](CCCC1)CC=1C=C2CN(C(C2=CC1)=O)C1C(NC(CC1)=O)=O